C(C1=CC=CC=C1)C(C[C@H](N)C(=O)[O-])C(=O)[O-] γ-Benzyl-L-glutamat